BrC(\C(\C)=N\NC(C1=CC=CC=C1)=O)(F)F ((E)-1-bromo-1,1-difluoropropan-2-ylidene)benzohydrazide